C(C)(=O)O[C@H]1C(O[C@]([C@H]1OCC1=CC=CC=C1)(COCCOCCOCCO[Si](C(C)C)(C(C)C)C(C)C)COCC1=CC=CC=C1)OC(C)=O [(3R,4S,5S)-2-Acetoxy-4-benzyloxy-5-(benzyloxymethyl)-5-[2-[2-(2-triisopropylsilyloxyethoxy)ethoxy]ethoxymethyl]tetrahydrofuran-3-yl] acetate